N-boc-Ethylenediamin C(=O)(OC(C)(C)C)NCCN